(R)-7-(2-aminopropyl)-2-(7-methoxy-1-(oxazol-2-ylmethyl)-1H-indol-2-yl)-3-methyl-3,5,6,7-tetrahydro-8H-imidazo[4,5-b][1,6]naphthyridin-8-one N[C@@H](CN1C(C=2C=C3C(=NC2CC1)N(C(=N3)C=3N(C1=C(C=CC=C1C3)OC)CC=3OC=CN3)C)=O)C